diphenyl-triisodecyl-monophenyl-dipropyleneglycol diphosphite OP(O)OP(O)O.C1(=CC=CC=C1)C(C(COC(C(CCCCCCCC(C)C)(CCCCCCCC(C)C)CCCCCCCC(C)C)CO)O)(C1=CC=CC=C1)C1=CC=CC=C1